NC1=CC=2C(CN(C2)C(=O)[O-])=C1 (3aR,5s,6aS)-5-aminocyclopenta[c]pyrrole-2(1H)-carboxylate